Phenanthrobenzopyrrole N1C=CC2=C1C1=C(C=C2)C=2C=CC=3C=CC=CC3C2C=C1